C(C)OC(CC1=CC(=C(C=C1)F)[N+](=O)[O-])=O 4-fluoro-3-nitrophenylacetic acid ethyl ester